tert-butyl N-[6-(2-allylphenyl)-2-[5-[1-benzyloxy-1-(trifluoromethyl)pent-4-enyl]-1,3,4-oxadiazol-2-yl]-5-(trifluoromethyl)-3-pyridyl]carbamate C(C=C)C1=C(C=CC=C1)C1=C(C=C(C(=N1)C=1OC(=NN1)C(CCC=C)(C(F)(F)F)OCC1=CC=CC=C1)NC(OC(C)(C)C)=O)C(F)(F)F